3-(5-amino-2-chloro-4-fluorophenyl)-7-((2-methoxyethyl)amino)-1-(2,2,2-trifluoroethyl)-1,6-naphthyridin-2(1H)-one NC=1C(=CC(=C(C1)C=1C(N(C2=CC(=NC=C2C1)NCCOC)CC(F)(F)F)=O)Cl)F